C(OCCC1CCC(CC1)N1CCN(CC1)C1=C(C=C(C=C1)NC1C(NC(CC1)=O)=O)F)(OC1=CC=C(C=C1)[N+](=O)[O-])=O 2-[4-[4-[4-[(2,6-dioxo-3-piperidyl)amino]-2-fluoro-phenyl]piperazin-1-yl]cyclohexyl]ethyl (4-nitrophenyl) carbonate